4-(2-(1-(2-((tert-butyldimethylsilyl)oxy)ethyl)-1H-pyrazol-4-yl)-5-methoxy-4-nitrophenyl)morpholine [Si](C)(C)(C(C)(C)C)OCCN1N=CC(=C1)C1=C(C=C(C(=C1)[N+](=O)[O-])OC)N1CCOCC1